C(C)(C)(C)S=N (R)-t-butylsulfimide